Cl.NC\C=C(\CN1C(=NC2=C1C=CC=C2C2=CC=C(C=C2)S(=O)(=O)NC2CC2)C(F)(F)F)/F (Z)-4-(1-(4-amino-2-fluorobut-2-en-1-yl)-2-(trifluoromethyl)-1H-benzo[d]imidazol-4-yl)-N-cyclopropylbenzenesulfonamide Hydrochloride